4-((1S,2S)-2-(6-(2,4-dioxo-1,2,3,4-tetrahydropyrimidin-5-yl)imidazo[1,2-b]pyridazin-8-yl)cyclopropyl)-2-fluoro-6-methylbenzonitrile O=C1NC=C(C(N1)=O)C=1C=C(C=2N(N1)C=CN2)[C@@H]2[C@H](C2)C2=CC(=C(C#N)C(=C2)C)F